2-methylpentyl α-isobutyryloxyisobutyrate C(C(C)C)(=O)OC(C(=O)OCC(CCC)C)(C)C